ClC1=CC=C2C=CN=C(C2=C1)OCCN1CCS(CC1)(=O)=O 4-(2-((7-chloroisoquinolin-1-yl)oxy)ethyl)thiomorpholine 1,1-dioxide